O=C1N(C=CC=C1C(=O)O)C=1C(=NC=CC1)OCC(F)(F)F 2-oxo-2'-(2,2,2-trifluoroethoxy)-2H-[1,3'-bipyridine]-3-carboxylic Acid